C(C)(C)(C)NC(=O)C=1C=C(C=CC1F)B(O)O 3-(TERT-BUTYLCARBAMOYL)-4-FLUOROPHENYLBORONIC ACID